C(C=C)N1CCN(CC1)C1CCN(CC1)C1=C(C=C(C(=C1)OC)NC1=NC=NC(=C1)N1OCC[C@@H]1C1=C(C=C(C=C1)Cl)F)NC(C=C)=O N-(2-(4-(4-allylpiperazine-1-yl)piperidine-1-yl)-5-((6-((R)-3-(4-chloro-2-fluorophenyl)-isoxazolidine-2-yl)pyrimidine-4-yl)amino)-4-methoxyphenyl)acrylamide